BrC1=CC(=CC(=C1)C#C)C#C 1-bromo-3,5-diacetylenyl-benzene